N[C@@H](CNCC1=CC(=NC=C1)NC([C@H](C1CCC(CC1)C)NC(OC(C)(C)C)=O)=O)C tert-butyl ((S)-2-((4-((((R)-2-aminopropyl)amino)methyl)pyridin-2-yl)amino)-1-((1r,4S)-4-methylcyclohexyl)-2-oxoethyl)carbamate